COC(C1=CC(=C(C(=C1)F)C#N)OCC1=CC=CC=C1)=O 3-(benzyloxy)-4-cyano-5-fluorobenzoic acid methyl ester